C1(=CC=CC=C1)CC(=O)O[C@H]1[C@@](O[C@@H]([C@H]1OC(CC1=CC=CC=C1)=O)COC(CC1=CC=CC=C1)=O)(C1=CC=C2C(=NC=NN21)NC2CC2)C#N (2R,3R,4R,5R)-2-cyano-2-(4-(cyclopropylamino)pyrrolo[2,1-f][1,2,4]triazin-7-yl)-5-((2-phenylacetoxy)methyl)tetrahydrofuran-3,4-diyl bis(2-phenylacetate)